CC1=CC(=O)N(C1=O)C1=CC=C(C=C1)CC1=CC=C(C=C1)N1C(C=C(C1=O)C)=O N,N'-(3,3'-dimethyl)-methylene-di-p-phenylenebismaleimide